Methyl (3S,6S,9aR)-6-((tert-butoxycarbonyl)amino)-8-methyl-5-oxooctahydro-1H-pyrrolo[1,2-a]azepine-3-carboxylate C(C)(C)(C)OC(=O)N[C@H]1CC(C[C@@H]2N(C1=O)[C@@H](CC2)C(=O)OC)C